[1-[6-[3-(6-methyl-2-pyridyl)-1H-pyrazol-4-yl]-1,5-naphthyridin-3-yl]azetidin-3-yl]methanamine CC1=CC=CC(=N1)C1=NNC=C1C=1N=C2C=C(C=NC2=CC1)N1CC(C1)CN